OC[C@H]1N(CCC1)C=1C2=C(N=C(N1)NC=1N=CN(C1)C1=CC(=C(C(=C1)OC)OC)OC)CCN(C2)C(=O)[C@@H]2CCC(N2)=O (S)-5-(4-((S)-2-(hydroxymethyl)pyrrolidin-1-yl)-2-((1-(3,4,5-trimethoxyphenyl)-1H-imidazol-4-yl)amino)-5,6,7,8-tetrahydropyrido[4,3-D]pyrimidine-6-carbonyl)pyrrolidin-2-one